α-hydroxyfarnesylphosphonic acid OC(CP(O)(O)=O)=C(C)CCC=C(C)CCC=C(C)C